CC1(OC=2C=C(C=C(C2C=2[C@H]1CC[C@H](C2)C)O)CCCCC)C (6Ar,9R)-6,6,9-trimethyl-3-pentyl-6a,7,8,9-tetrahydrobenzo[c]chromen-1-ol